C(CCC)C1C=CC=2C1=CC=1CCCCC1C2 1-n-butyl-5,6,7,8-tetrahydro-1H-cyclopenta[b]naphthalene